ClC1=CC=C(C(=N1)F)O[C@H](C)C=1C=C(C=C2C(C(=C(OC12)C=1C=NN2C1COCC2)C)=O)C 8-[(1R)-1-[(6-Chloro-2-fluoro-3-pyridyl)oxy]ethyl]-2-(6,7-dihydro-4H-pyrazolo[5,1-c][1,4]oxazin-3-yl)-3,6-dimethyl-chromen-4-one